FC(S(=O)(=O)C=1C=C(C=CC1)CC1CC2(CN(C2)C=O)C1)(F)F [6-[[3-(trifluoromethylsulfonyl)phenyl]methyl]-2-azaspiro[3.3]heptan-2-yl]methanone